1-[2-(2,4-difluorophenyl)-2,3-epoxypropyl]-1H-1,2,4-triazol methanesulfonate CS(=O)(=O)O.FC1=C(C=CC(=C1)F)C1(CN2N=CN=C2)CO1